1-[2-fluoro-4-(trifluoromethyl)phenyl]-4-[5-fluoro-6-(2-methoxyphenyl)pyridin-3-yl]-N-[2-(methylamino)ethyl]piperidine-4-carboxamide FC1=C(C=CC(=C1)C(F)(F)F)N1CCC(CC1)(C(=O)NCCNC)C=1C=NC(=C(C1)F)C1=C(C=CC=C1)OC